1,2-di(thiophen-2-yl)acetylene S1C(=CC=C1)C#CC=1SC=CC1